C1=CC=CC=2C3=CC=CC=C3C(C12)COC(=O)N1[C@@H](C[C@H](C1)CC1=CC=C(C=C1)Br)C(=O)O (2S,4R)-1-(((9H-fluoren-9-yl)methoxy)carbonyl)-4-(4-bromobenzyl)pyrrolidine-2-carboxylic acid